ClC=1C=C(C=CC1)C(CO)N1C=NC2=CC(=CC=C2C1=O)C1=CC=NC=C1 3-(1-(3-chlorophenyl)-2-hydroxyethyl)-7-(pyridin-4-yl)quinazolin-4(3H)-one